2-(4-(6-(5,6-dimethoxypyridin-3-yl)-4-methylquinazolin-8-yl)phenoxy)-N,N-dimethylacetamide COC=1C=C(C=NC1OC)C=1C=C2C(=NC=NC2=C(C1)C1=CC=C(OCC(=O)N(C)C)C=C1)C